3-bromo-2-ethoxy-5-fluoro-4-methoxypyridine BrC=1C(=NC=C(C1OC)F)OCC